tert-butyl 2-bromo-4-isopropyl-3-methyl-5-(8-methyl-[1,2,4]triazolo[1,5-a]pyridin-6-yl)-6H-thieno[2,3-b]pyrrole-6-carboxylate BrC1=C(C2=C(N(C(=C2C(C)C)C=2C=C(C=3N(C2)N=CN3)C)C(=O)OC(C)(C)C)S1)C